C(C1=CC=CC=C1)N1C([C@](NCC1)(C)CC)=O (S)-1-benzyl-3-ethyl-3-methylpiperazin-2-one